cobalt cerium phosphate P(=O)([O-])([O-])[O-].[Ce+3].[Co+2]